C(\C=C\C(=O)O)(=O)O.NC1=NC(=C2N=CN(C2=N1)CCOC[P@](=O)(OCC1=CC=CC=C1)N[C@@H](C)C(=O)OCC)OC.C(C)OC([C@@H](N[P@](=O)(COCCN1C2=NC(=NC(=C2N=C1)OC)N)OCC1=CC=CC=C1)C)=O ethyl ((S)-((2-(2-amino-6-methoxy-9H-purin-9-yl)ethoxy)methyl)(benzyloxy)phosphoryl)-L-alaninate hemifumarate